4-((((cis)-4-(3,5-dichlorophenyl)cyclohexyl)thio)methyl)-1H-1,2,3-triazole-5-carboxylic acid ClC=1C=C(C=C(C1)Cl)[C@H]1CC[C@H](CC1)SCC=1N=NNC1C(=O)O